benzyl (2-(3-(6-fluoro-3-neopentyl-4-oxo-3,4-dihydroquinazolin-2-yl)-1-methylpiperidin-2-yl)ethyl)carbamate FC=1C=C2C(N(C(=NC2=CC1)C1C(N(CCC1)C)CCNC(OCC1=CC=CC=C1)=O)CC(C)(C)C)=O